N[C@H]1[C@@H](C[C@H](C1)CO)C1=CC=C(C=C1)C1=CC(=CC2=CC(=CC=C12)C1=CC=C(C=C1)C(F)(F)F)C(=O)OCC Ethyl 4-(4-((1S,2R,4R)-2-amino-4-(hydroxymethyl)cyclopentyl)phenyl)-7-(4-(trifluoromethyl)phenyl)-2-naphthoate